BrC1=CC(=C(N)C(=C1)C)OC 4-bromo-2-methoxy-6-methyl-aniline